(3aR,7aS)-3a,4,7,7a-tetrahydroisobenzofuran-1,3-dione C1(OC([C@@H]2CC=CC[C@H]12)=O)=O